C(C)(C)(C)OC(=O)N1CCOCCOCCN(CCOCCOCC1)CC(=O)NCCCCCCCC 16-(2-octylamino-2-oxoethyl)-1,4,10,13-tetraoxa-7,16-diazacyclooctadecane-7-carboxylic acid tert-butyl ester